FC(C(=O)O)(F)F.FC(C(=O)O)(F)F.CC=1C=2N(C=C(N1)C)N=C(C2)C2=NC1=CC=C(C=C1C(N2)=O)N2CCN(CC2)C(C)C 2-(4,6-dimethylpyrazolo[1,5-a]pyrazin-2-yl)-6-(4-isopropylpiperazin-1-yl)quinazolin-4(3H)-one bistrifluoroacetate